(5S)-5-{[(2S)-2-(Hydroxymethyl)pyrrolidin-1-yl]carbonyl}-2-(4-methylbenzyl)-5,6,7,8-tetrahydro[1,2,4]triazolo[4,3-a]pyridin-3(2H)-one OC[C@H]1N(CCC1)C(=O)[C@@H]1CCCC=2N1C(N(N2)CC2=CC=C(C=C2)C)=O